FC1(C[C@@H]2CCC(N2C1)=O)F (S)-2,2-difluoro-5-oxotetrahydro-1H-pyrrolizine